4-(5-Chloroquinoline-2-yl)benzamide ClC1=C2C=CC(=NC2=CC=C1)C1=CC=C(C(=O)N)C=C1